C(C)(=O)OC(CN1CCC(CC1)NC1=C2C=C(N(C2=CC=C1)CC(F)(F)F)C#CCNC1=C(C=C(C=C1)S(=O)(=O)C)OC)C 1-{4-[(2-{3-[(4-methanesulfonyl-2-methoxyphenyl)amino] prop-1-yn-1-yl}-1-(2,2,2-trifluoroethyl)-1H-indol-4-yl)amino]piperidin-1-yl}propan-2-yl acetate